4-(4-chlorophenyl)-morpholine-3-one ClC1=CC=C(C=C1)N1C(COCC1)=O